N=1N(N=NC1)C1CC2N(C(C1)C2)C(=O)OC(C)(C)C tert-butyl 3-exo-(tetrazol-2-yl)-6-azabicyclo[3.1.1]heptane-6-carboxylate